CN(CC(=O)O)CCN(CCN(CCN)CCN)CCN.COC1=NC(=CC(=C1)C(\C=C\C1=CC=C(C=C1)SC)=O)OC (E)-1-(2,6-dimethoxypyridin-4-yl)-3-(4-methylthiophenyl)propan-2-en-1-one methyl-(2-((2-aminoethyl)(2-(bis(2-aminoethyl)amino)ethyl)amino)ethyl)glycinate